1-(5-(5-hydroxy-6-((hydroxyimino)methyl)pyridin-2-yl)pentyl)quinuclidin-1-ium OC=1C=CC(=NC1C=NO)CCCCC[N+]12CCC(CC1)CC2